C(=O)(O)CCSC(=S)SC(CCC(=O)O)(C)C#N 4-((((2-carboxyethyl)thio)carbothioyl)thio)-4-cyanopentanoic acid